6-(methylsulfonyl)-1,4-oxaazepane CS(=O)(=O)C1CNCCOC1